cyclohex-1-en-1-yl-Boronic acid C1(=CCCCC1)B(O)O